N1=CN=C(C2=C1N=CC=C2)OC2=CC=C(C=C2)NS(=O)(=O)C2CC2 N-(4-(pyrido[2,3-d]pyrimidin-4-yloxy)phenyl)cyclopropanesulfonamide